5-(5-((5-Chloro-4-((2-(dimethylphosphoryl)phenyl)amino)pyrimidin-2-yl)amino)-1H-indazol-3-yl)furan-2-carbaldehyde ClC=1C(=NC(=NC1)NC=1C=C2C(=NNC2=CC1)C1=CC=C(O1)C=O)NC1=C(C=CC=C1)P(=O)(C)C